CC(C)(C)C1C(CCCC1)CC(=O)O.C(C)(=O)OC1C(CCCC1)C(C)(C)C 2-tert-butylcyclohexyl acetate (2-(1,1-dimethylethyl) cyclohexyl acetate)